(2-((4-(6-((4-chloro-2-fluorobenzyl)oxy)pyridin-2-yl)piperidin-1-yl)methyl)-1-methyl-1H-imidazol-5-yl)methanol ClC1=CC(=C(COC2=CC=CC(=N2)C2CCN(CC2)CC=2N(C(=CN2)CO)C)C=C1)F